FC(OC1=C(C=C2CCN([C@H](C2=C1)CCC1=CNC2=CC=C(C=C12)OC)C=O)OC)F (S)-7-difluoromethoxy-1-(2-(5-methoxy-1H-indol-3-yl)ethyl)-6-methoxy-3,4-dihydroisoquinoline-2(1H)-formaldehyde